C(=C)C1(OCCO1)CC 2-vinyl-2-ethyl-1,3-dioxolane